C(C(O)CO)C1=C(C(=O)O)C=CC=C1.C(CCCCCCCCCCCCCCCCCCCCC)(=O)OCC(O)CO glyceryl behenate (glyceryl benzoate)